OC1=C(C=NN1C1=NC=C(C=C1)C=1SC=CN1)C1=CC=C(C#N)C=C1 4-(5-Hydroxy-1-(5-(thiazol-2-yl)pyridin-2-yl)-1H-pyrazol-4-yl)benzonitrile